FC=1C(=CC2=C(N(C(=N2)NC=2SC3=C(N2)C=CC(=C3)OC(F)(F)F)C)C1)C(=O)O 6-Fluoro-1-methyl-2-(6-trifluoromethoxy-benzothiazol-2-ylamino)-1H-benzoimidazole-5-carboxylic acid